(S)-2-amino-N-(5,8-dihydro-6H-pyrano[3,4-b]pyridin-5-yl)-3-methyl-N-((5-(trifluoromethyl)pyridin-2-yl)methyl)quinoline-6-carboxamide NC1=NC2=CC=C(C=C2C=C1C)C(=O)N(CC1=NC=C(C=C1)C(F)(F)F)[C@@H]1COCC2=NC=CC=C21